methyl 1-[(2-amino-3-fluoropyridin-4-yl) methyl]-4-(2-fluoro-4-iodoanilino)-5-methyl-6-oxopyridine-3-carboxylate NC1=NC=CC(=C1F)CN1C=C(C(=C(C1=O)C)NC1=C(C=C(C=C1)I)F)C(=O)OC